C(C)(=O)C1=NN(C2=CC=C(C=C12)C=1C=NC(=NC1)C)CC(=O)N1[C@@H](C[C@H](C1)F)C(=O)N[C@H]1[C@@H](C1)C1=C(C=CC=C1)Cl (2S,4R)-1-(2-(3-acetyl-5-(2-methylpyrimidin-5-yl)-1H-indazol-1-yl)acetyl)-N-((1R,2S)-2-(2-chlorophenyl)cyclopropyl)-4-fluoropyrrolidine-2-carboxamide